N(CC1=C(C(=O)O)C=CC=C1)CC1=C(C(=O)O)C=CC=C1 4'-(azanediylbis(methylene))dibenzoic acid